O=C1N(C(C(N1)CC1OCCC1)=O)C1CC2(CC(C2)OC2=NC=CC=C2C(=O)N)C1 2-{[(αR)-6-{2,5-dioxo-4-[(oxolan-2-yl)methyl]-imidazolidin-1-yl}-spiro[3.3]heptan-2-yl]oxy}pyridine-3-carboxamide